ClC=1C=C(CN2N=C3C4=C(CCC3=C2)OC(=C4C)C(=O)NCCCN4C(CCC4)=O)C=CC1 2-(3-chlorobenzyl)-8-methyl-N-[3-(2-oxopyrrolidin-1-yl)propyl]-4,5-dihydro-2H-furo[2,3-g]indazole-7-carboxamide